C(=O)(O)CN(C=1NC(C=2NC=NC2N1)=O)O Carboxymethyl-hydroxyguanine